C1(=CC=CC=C1)OC(NC#N)=N Phenyl-Cyano-Carbamimidate